ClC=1C=C2C(=C(NC2=CC1)C(=O)O)CC(=O)N1CCN(CC1)C1=C(C=CC=C1)OCC 5-chloro-3-(2-(4-(2-ethoxyphenyl)piperazin-1-yl)-2-oxoethyl)-1H-indole-2-carboxylic acid